SSCCCCC 1,2-dithiaheptane